1-(1-hydroxy-2-methyl-propan-2-yl)-N,N-bis(4-methoxybenzyl)-1H-pyrazole-4-sulfonamide OCC(C)(C)N1N=CC(=C1)S(=O)(=O)N(CC1=CC=C(C=C1)OC)CC1=CC=C(C=C1)OC